C(C(=O)N)(=O)N Oxalamide